C(C=C)(=O)NC=1C=C2C=CC=C(C2=CC1)CN1N=C(C=2CN(C[C@H](C21)C)C(=O)C=2NC=CC2)C(=O)NC=2C=C(C=CC2)C (R)-1-((6-acrylamidonaphthalen-1-yl)methyl)-7-methyl-5-(1H-pyrrole-2-carbonyl)-N-(m-tolyl)-4,5,6,7-tetrahydro-1H-pyrazolo[4,3-c]pyridine-3-carboxamide